O[C@@H]1[C@H](CNCC1)NC(OC(C)(C)C)=O tert-butyl ((3S,4S)-4-hydroxypiperidin-3-yl)carbamate